C1CC[C@H]([C@@H](C1)N)N.Cl[Pt](Cl)(Cl)Cl The molecule is a tetrachloro(cyclohexane-1,2-diamine-kappa(2)N,N')platinum that is the pharmacologically active (1R,2R)-enantiomer of ormaplatin. It has a role as an antineoplastic agent and a neurotoxin.